di-2-ethylhexyl phthalate CCCCC(CC)COC(=O)C1=CC=CC=C1C(=O)OCC(CC)CCCC